(R)-2-(8-(piperidin-4-yl)-6,6a,7,8,9,10-hexahydro-5H-pyrazino[1',2':4,5]pyrazino[2,3-c]pyridazin-2-yl)phenol N1CCC(CC1)N1C[C@@H]2N(C=3C(=NN=C(C3)C3=C(C=CC=C3)O)NC2)CC1